C1(CCC1)[C@H](C1=NC=CC=C1C1=CC=C(C=C1)F)C1N(C(C2=CC=C(C=C12)C(=O)N)=O)C1C(NC(CC1)=O)=O ((S)-cyclobutyl(3-(4-fluorophenyl)pyridin-2-yl)methyl)-2-(2,6-dioxopiperidin-3-yl)-1-oxoisoindoline-5-carboxamide